(S)-2-tert-butyloxycarbonylamino-4-aminobutyric acid C(C)(C)(C)OC(=O)N[C@H](C(=O)O)CCN